methoxymethyl 3-bromo-4-hydroxy-2-methoxy-5,6-dimethylbenzoate BrC=1C(=C(C(=O)OCOC)C(=C(C1O)C)C)OC